(azetidin-1-yl)-2-methylpropanoic acid methyl ester COC(C(C)(C)N1CCC1)=O